FC=1C=CC(=NC1)CN1CCN(C2=CC=CC=C12)C(=O)NCC1CCNCC1 4-((5-Fluoropyridine-2-yl)methyl)-N-(piperidin-4-ylmethyl)-3,4-dihydroquinoxaline-1(2H)-carboxamide